N-(2-(4-(2-hydroxyethyl)piperazin-1-yl)-2-(1-methyl-1H-indol-3-yl)ethyl)-1H-indole-6-sulfonamide OCCN1CCN(CC1)C(CNS(=O)(=O)C1=CC=C2C=CNC2=C1)C1=CN(C2=CC=CC=C12)C